((1R,4R)-4-(8-((3-chlorophenyl)amino)-2-((4-methyltetrahydro-2H-pyran-4-yl)amino)-9H-purin-9-yl)cyclohexyl)methanol ClC=1C=C(C=CC1)NC=1N(C2=NC(=NC=C2N1)NC1(CCOCC1)C)C1CCC(CC1)CO